ClC1=C(C(=CC=C1)F)C1N[C@H](C2NNC(N2C2SC3CCCC3C12)C)C (7S)-9-(2-chloro-6-fluoro-phenyl)-3,7-dimethyl-16-thia-2,4,5,8-tetraazatetracyclo[8.6.0.02,6.011,15]Hexadecan